6-(2-Hydroxy-2-methylpropyloxy)-4-(6-(piperazin-1-yl)pyridin-3-yl)pyrazolo[1,5-a]pyridine-3-carbonitrile hydrochloride Cl.OC(COC=1C=C(C=2N(C1)N=CC2C#N)C=2C=NC(=CC2)N2CCNCC2)(C)C